FC(OC1=NC=CC(=C1)CNC(=O)N[C@H]1[C@@](C1)(C(F)(F)F)C)F |r| 1-[[2-(difluoromethoxy)pyridin-4-yl]methyl]-3-[rac-(1R,2R)-2-methyl-2-(trifluoromethyl)cyclopropyl]urea